C(CN1C(=NC2=C1C=CC(=C2OC)C(=O)N)C2=C(C=C(C=C2C=2N=NNN2)Cl)F)N2C(=NC1=C2C=CC(=C1OC)C(=O)N)C1=C(C=C(C=C1C=1N=NNN1)Cl)F 1,1'-(ethane-1,2-diyl)bis(2-(4-chloro-2-fluoro-6-(2H-tetrazol-5-yl)phenyl)-4-methoxy-1H-benzo[d]imidazole-5-carboxamide)